Racemic-3-Hydroxybutyric Acid O[C@@H](CC(=O)O)C |r|